C(#N)[C@H]1N(CC(C1)(F)F)C(CNC(=O)C1=CC=NC2=CC=C(C=C12)C1=CC=C(OC2CN(CCC2)C(CNC(OC(C)(C)C)=O)=O)C=C1)=O tert-butyl 2-(3-(4-(4-(2-((S)-2-cyano-4,4-difluoropyrrolidin-1-yl)-2-oxoethylcarbamoyl)quinolin-6-yl)phenoxy)piperidin-1-yl)-2-oxoethylcarbamate